tert-Butyl ((R,E)-5-((S)-2-cyano-4-(2-(1-ethyl-3-(trifluoromethyl)-1H-pyrazol-4-yl)phenyl)-4,7-dihydrothieno[2,3-c]pyridin-6(5H)-yl)-5-oxopent-3-en-2-yl)(methyl)carbamate C(#N)C1=CC2=C(CN(C[C@H]2C2=C(C=CC=C2)C=2C(=NN(C2)CC)C(F)(F)F)C(/C=C/[C@@H](C)N(C(OC(C)(C)C)=O)C)=O)S1